benzyl (R)-2-carbamimidoylpyrrolidine-1-carboxylate C(N)(=N)[C@@H]1N(CCC1)C(=O)OCC1=CC=CC=C1